(S)-N-(3-fluoro-4-((3-((1-methoxypropan-2-yl)amino)-1H-pyrazolo[3,4-b]pyridin-4-yl)oxy)phenyl)-2-(4-fluorophenyl)-3-oxo-2,3-dihydropyridazine-4-carboxamide FC=1C=C(C=CC1OC1=C2C(=NC=C1)NN=C2N[C@H](COC)C)NC(=O)C=2C(N(N=CC2)C2=CC=C(C=C2)F)=O